C(C)(C)(C)C=1C(=C(C=CC1OCCCCCCCC)N1N=C2C(=N1)C=CC=C2)O 2-(3'-tert-butyl-2'-hydroxy-4'-octyloxyphenyl)benzotriazole